N1N=CC2=CC(=CC=C12)CN1N=C(C=CC1=O)C=1C=NC(=NC1)OCC(F)(F)F 2-((1H-indazol-5-yl)methyl)-6-(2-(2,2,2-trifluoroethoxy)pyrimidin-5-yl)pyridazin-3(2H)-one